7-bromo-2-methanesulfonylpyrrolo[2,1-f][1,2,4]triazine BrC1=CC=C2C=NC(=NN21)S(=O)(=O)C